O1C2(OCC1)C[C@H]1[C@H](C(N(C1)C(=O)OC(C)(C)C)C(=O)OC)C2 (3aS,6aR)-2-tert-butyl 1-methyl tetrahydro-1H-spiro[cyclopenta[c]pyrrole-5,2'-[1,3]dioxolane]-1,2(3H)-dicarboxylate